tert-butyl (S)-((3-(3-(azepan-1-yl)-5-methyl-6-(trifluoromethyl)pyridazine-4-carboxamido)phenyl)(methyl)(oxo)-λ6-sulfaneylidene)carbamate N1(CCCCCC1)C=1N=NC(=C(C1C(=O)NC=1C=C(C=CC1)[S@@](=O)(C)=NC(OC(C)(C)C)=O)C)C(F)(F)F